7-bromo-4-tert-butoxy-6-cyclopropyl-2-(ethylsulfanyl)-8-[(1S)-1-(naphthalen-1-yl)ethoxy]quinazoline BrC1=C(C=C2C(=NC(=NC2=C1O[C@@H](C)C1=CC=CC2=CC=CC=C12)SCC)OC(C)(C)C)C1CC1